1-hydroxy-N'-(1,3-dimethylbutylidene)-2-naphthoylhydrazine OC1=C(C=CC2=CC=CC=C12)C(=O)NN=C(CC(C)C)C